FC1=C(C(=C(C(=C1[B-](C1=C(C(=C(C(=C1F)F)F)F)F)(C1=C(C(=C(C(=C1F)F)F)F)F)C1=C(C(=C(C(=C1F)F)F)F)F)F)F)F)F.OC1=CC=C(C=C1)[S+](C)CC1=CC=CC=C1 4-hydroxyphenylbenzylmethylsulfonium tetrakis(pentafluorophenyl)borate